N-(1,4-dicyclohexylbutyl)-4-methylbenzenesulfonamide C1(CCCCC1)C(CCCC1CCCCC1)NS(=O)(=O)C1=CC=C(C=C1)C